C1(=CC=CC=C1)N(C1=CC=C(C=CC2=CC=C(C=C2)C2=CC=C(C=C2)C=CC2=CC=C(C=C2)N(C2=CC=CC=C2)C2=CC=CC=C2)C=C1)C1=CC=CC=C1 4,4'-bis(4-diphenylaminostyryl)biphenyl